N[C@H]1C2N(CC1CC2)C(=O)C2=CC1=C(C(=C(O1)C=1N(C3=CC(=CC=C3C1)N1CCC(CC1)N)CC1CC1)C)C=C2 ((7R)-7-Amino-2-azabicyclo[2.2.1]heptan-2-yl)(2-(6-(4-aminopiperidin-1-yl)-1-(cyclopropylmethyl)-1H-indol-2-yl)-3-methylbenzofuran-6-yl)methanone